CS(=O)(=O)NC=1C(=CC(C2N(CSC21)NC=O)=O)OC2=CC=CC=C2 N-[7-(methanesulfonamido)-4-oxo-6-phenoxybenzothiazol-3-yl]carboxamide